1-(1-butenyl)pyrrolidine C(=CCC)N1CCCC1